CNCCCC N-methyl-4-aminobutan